2-{[2-(piperazin-1-yl)pyrimidin-5-yl]oxy}propionamide N1(CCNCC1)C1=NC=C(C=N1)OC(C(=O)N)C